ClC1=C(C=C2C(=NNC2=C1)CCC(=O)O)C1=CC=C(C=C1)C1=C(C=C(C=C1)OC)O 3-(6-chloro-5-(2'-hydroxy-4'-meth-oxy-[1,1'-biphenyl]-4-yl)-1H-indazol-3-yl)propanoic acid